2,4,6-tris[(dimethoxy)methyl]phenol COC(C1=C(C(=CC(=C1)C(OC)OC)C(OC)OC)O)OC